C1(CC1)C1=CC(=C(C=C1)S(=O)(=O)Cl)OC 4-Cyclopropyl-2-methoxybenzenesulfonyl Chloride